methyl 5-(1-(tert-butoxycarbonyl)-1,2,3,6-tetrahydropyridin-4-yl)pyrazine-2-carboxylate C(C)(C)(C)OC(=O)N1CCC(=CC1)C=1N=CC(=NC1)C(=O)OC